Cl.N1=CN=CC2=C1NC=C2C(=O)N 7H-pyrrolo[2,3-d]pyrimidine-5-carboxamide hydrochloride